NC1CC(C1)(C)NC=1N=CC2=C(N1)C(=NC=C2)NC(C)C 2-(((1r,3r)-3-Amino-1-methylcyclobutyl)amino)-8-(isopropylamino)pyrido[3,4-d]pyrimidine